1-(1-acryloylpyrrolidin-3-yl)-3-(4-(trifluoromethyl)phenyl)-1,6-dihydro-7H-pyrazolo[4,3-d]pyrimidin-7-one C(C=C)(=O)N1CC(CC1)N1N=C(C=2N=CNC(C21)=O)C2=CC=C(C=C2)C(F)(F)F